C(C)(=O)N1CCCC2=CC(=C(C=C12)N[C@@]1(NC=2N(C(CN(C2C(N1)=O)C)CC)C1CCCC1)N)OC (R)-2-[(1-acetyl-6-methoxy-1,2,3,4-tetrahydroquinolin-7-yl)amino]-8-cyclopentyl-7-ethyl-5-methyl-7,8-dihydropterin